NC1CCC(CC1)OC1=NC=NC2=CC(=CC=C12)C(=O)O 4-(4-aminocyclohexoxy)quinazoline-7-carboxylic acid